C(#N)C=1C(=NC=CC1C1=C(C(=CC=C1)NC(C1=NC=C(C=C1)CNCCO)=O)C)/C=C/C=1C=C2CCN(CC2=CC1)CC(=O)OCC ethyl (E)-2-(6-(2-(3-cyano-4-(3-(5-(((2-hydroxyethyl)amino)methyl)picolinamido)-2-methylphenyl) pyridin-2-yl)vinyl)-3,4-dihydroisoquinolin-2(1H)-yl)acetate